9-anthrylmethyl carbamate C(N)(OCC=1C2=CC=CC=C2C=C2C=CC=CC12)=O